COC1=C(C=C2CCCN(C2=C1)C1=C2C=C(C(N(C2=CC(=N1)N1CC(CC1)S(=O)(=O)N)C)=O)C)C=1C=NN(C1)C 1-(5-(7-Methoxy-6-(1-methyl-1H-pyrazol-4-yl)-3,4-dihydroquinolin-1(2H)-yl)-1,3-dimethyl-2-oxo-1,2-dihydro-1,6-naphthyridin-7-yl)pyrrolidine-3-sulfonamide